6-((((S)-1-(6-aminopyridin-3-yl)piperidin-3-yl)((2-methoxypyridin-4-yl)methyl)amino)methyl)-9-fluoro-3-methyl-10-(piperazin-1-yl)-2H-[1,4]oxazino[2,3,4-ij]quinolin-7(3H)-one NC1=CC=C(C=N1)N1C[C@H](CCC1)N(CC1=CC(=NC=C1)OC)CC1=CN2C3=C(C(=C(C=C3C1=O)F)N1CCNCC1)OCC2C